(1R,4R)-4-(4-(((R)-1-(4-bromothiophene-2-yl)ethyl)amino)-7-methoxy-2-methyl-quinazoline-6-yl)cyclohexane-1-carboxylic acid methyl ester COC(=O)C1CCC(CC1)C=1C=C2C(=NC(=NC2=CC1OC)C)N[C@H](C)C=1SC=C(C1)Br